C(C)(C)(C)N=P(N1CCCC1)(N1CCCC1)N1CCCC1 N-tert-butyl-1,1,1-tri(pyrrolidin-1-yl)-λ5-phosphanimine